BrC=1C=CC=C2C(CCOC12)(C(=O)OCC1=CC=CC=C1)C Benzyl 8-bromo-4-methyl-chromane-4-carboxylate